glucopyranosyl-(1-4) beta-D-galactopyranoside O([C@H]1[C@H](O)[C@@H](O)[C@@H](O)[C@H](O1)CO)C1[C@H](O)[C@@H](O)[C@H](O)[C@H](O1)CO